N[C@@H]1[C@H](CCC1)C1=C(C2=NC(=CC(=C2S1)NCC=1SC=CC1)Cl)I 2-((1s,2s)-2-aminocyclopentyl)-5-chloro-3-iodo-N-(thiophen-2-ylmethyl)thieno[3,2-b]pyridin-7-amine